COC1=CC=C(C=C1)N1C(=NC2=CC=C(C=C2C1=O)[N+](=O)[O-])[C@@H](C)NC (R)-3-(4-methoxyphenyl)-2-(1-(methylamino)ethyl)-6-nitroquinazolin-4(3H)-one